The molecule is a dTDP-sugar having 3-acetamido-3,6-dideoxy-alpha-D-galactopyranose (3-amino-3-deoxy-alpha-D-fucopyranose) as the sugar component. It derives from a 3-amino-3,6-dideoxy-alpha-D-galactopyranose. It is a conjugate acid of a dTDP-3-acetamido-3,6-dideoxy-alpha-D-galactopyranose(2-). C[C@@H]1[C@@H]([C@@H]([C@H]([C@H](O1)OP(=O)(O)OP(=O)(O)OC[C@@H]2[C@H](C[C@@H](O2)N3C=C(C(=O)NC3=O)C)O)O)NC(=O)C)O